(R)-2-(8-(4-(6-(1,5-dimethyl-6-oxo-1,6-dihydropyridin-3-yl)-1-(2-(trifluoromethoxy)ethyl)-1H-benzo[d]imidazol-2-yl)piperidin-1-yl)-8-oxooctanoyl)butan CN1C=C(C=C(C1=O)C)C=1C=CC2=C(N(C(=N2)C2CCN(CC2)C(CCCCCCC(=O)[C@H](C)CC)=O)CCOC(F)(F)F)C1